O1N=NC=CC=C1 OXADIAZEPIN